3-(4-(trifluoromethoxy)phenyl)-1,2,4-oxadiazol FC(OC1=CC=C(C=C1)C1=NOC=N1)(F)F